FC=1C=C(C=CC1)C1=C(N=CC(=N1)C(=O)OC)OC1=CC=C(C=C1)C(F)(F)F Methyl 6-(3-fluorophenyl)-5-[4-(trifluoromethyl)phenoxy]pyrazine-2-carboxylate